(R)-1-(2-(benzofuran-2-yl)ethyl)-7-ethoxy-6-meth-oxy-3,4-dihydroisoquinolin-2(1H)-formaldehyde O1C(=CC2=C1C=CC=C2)CC[C@H]2N(CCC1=CC(=C(C=C21)OCC)OC)C=O